[O-]S(=O)(=O)C(F)(F)F.C(CC#C)[N+]12CCC(CC1)CC2 1-(but-3-yn-1-yl)quinuclidin-1-ium triflate